2-(2,3,4-Trimethoxyphenyl)-1H-benzo[d]imidazol-5-amine COC1=C(C=CC(=C1OC)OC)C1=NC2=C(N1)C=CC(=C2)N